C(CCCCCCC\C=C/CCCCCC)(=O)OCC(O)CO glyceryl monopalmitoleate